NC1=C2N=CN(C2=NC(=N1)F)[C@H]1C[C@@H]([C@@](O1)(C#C)CO[P@](=O)(OC1=CC=CC=C1)N[C@@H](CC1=CC=CC=C1)C(=O)OC(C)C)OC(=O)OC(CC)CC isopropyl ((S)-(((2R,3S,5R)-5-(6-amino-2-fluoro-9H-purin-9-yl)-2-ethynyl-3-(((pentan-3-yloxy)carbonyl)oxy)tetrahydrofuran-2-yl)methoxy)(phenoxy)phosphoryl)-L-phenylalaninate